C(CCC)OC(=O)N1N=C(C2=CC(=CC=C12)C1=C(C=CC(=C1)C#N)Cl)NC(=O)[C@H]1CN(CCC1)C(=O)OC(C)(C)C 3-({[(3R)-1-(tert-butoxycarbonyl)piperidin-3-yl]carbonyl}amino)-5-(2-chloro-5-cyanophenyl)-1H-indazole-1-carboxylic acid butyl ester